1-(4-(2,3-dimethylphenyl)piperazin-1-yl)-2-(5-fluoro-3-(pyrrolidine-1-carbonyl)-4,5,6,7-tetrahydro-1H-indazol-1-yl)ethanone CC1=C(C=CC=C1C)N1CCN(CC1)C(CN1N=C(C=2CC(CCC12)F)C(=O)N1CCCC1)=O